C1(CCCCC1)[C@@H](C(=O)NC1CCCCC1)N1C(=NC2=C1C=C(C=C2)F)C=2SC=CC2C (S)-2,N-dicyclohexyl-2-[6-fluoro-2-(3-methyl-thiophen-2-yl)-benzimidazol-1-yl]-acetamide